(2-fluorophenyl)piperazine hydrochloride Cl.FC1=C(C=CC=C1)N1CCNCC1